((S)-1-(2,5-dichloropyridin-3-yl)-3-hydroxypropyl)-2-methylpropane-2-sulfinamide ClC1=NC=C(C=C1[C@@H](CCO)CC(C)(S(=O)N)C)Cl